SCC(=O)O.SCC(=O)O.SCC(=O)O.C(CO)O ethylene glycol tris(2-mercaptoacetate)